methyl (R)-2-(1-(cyclopropylmethyl)-6-(1-pivaloylpyrrolidin-2-yl)-1H-pyrrolo[2,3-b]pyridin-2-yl)-7-methoxy-1-methyl-1H-benzo[d]imidazole-5-carboxylate C1(CC1)CN1C(=CC=2C1=NC(=CC2)[C@@H]2N(CCC2)C(C(C)(C)C)=O)C2=NC1=C(N2C)C(=CC(=C1)C(=O)OC)OC